N-(2,6-dioxopiperidin-3-yl)-2-isobutyl-1H-benzo[d]imidazole-7-carboxamide O=C1NC(CCC1NC(=O)C1=CC=CC2=C1NC(=N2)CC(C)C)=O